C(C1=CC=CC=C1)OC(=O)N1CCC2(C[C@@H](CO2)NC[C@H](COC2=CC(=CC=C2)S(=O)(=O)C)O)CC1.C1(=CC=CC=C1)C(=NNC=1C=C(C=CC1)C)C1=CC=CC=C1 1-(diphenylmethylene)-2-(m-tolyl)hydrazine (S)-Benzyl-3-(((R)-2-Hydroxy-3-(3-(methylsulfonyl)phenoxy)propyl)amino)-1-oxa-8-azaspiro[4.5]decane-8-carboxylate